C1(CC1)C1=NC=C(C=N1)C(=O)NC=1C(=NN(C1)C)C(F)F 2-cyclopropyl-N-[3-(difluoromethyl)-1-methyl-1H-pyrazol-4-yl]pyrimidine-5-carboxamide